(phenyl)octanoate C1(=CC=CC=C1)OC(CCCCCCC)=O